tert-butyl (3S,4S)-3-[[6-[7-(cyclopropoxy)-6-cyclopropyl-imidazo[1,2-b]pyridazin-3-yl]pyrazin-2-yl]amino]-4-fluoro-piperidine-1-carboxylate C1(CC1)OC1=CC=2N(N=C1C1CC1)C(=CN2)C2=CN=CC(=N2)N[C@H]2CN(CC[C@@H]2F)C(=O)OC(C)(C)C